NC1=NC=2C=C(C=CC2C2=C1N=C(N2)[C@H]2CN(CCC2)C(=O)OC(C)(C)C)C2=NNC=C2 tert-butyl (R)-3-(4-amino-7-(1H-pyrazol-3-yl)-1H-imidazo[4,5-c]quinolin-2-yl)piperidine-1-carboxylate